BrC(=C)C1CC(OC1)=O 4-(1-bromovinyl)dihydrofuran-2(3H)-one